4-(3-chloro-3,3-difluoroprop-1-en-2-yl)-1,1'-biphenyl ClC(C(=C)C1=CC=C(C=C1)C1=CC=CC=C1)(F)F